N-(4-(p-tolyloxy)phenyl)quinolin-2-amine C1(=CC=C(C=C1)OC1=CC=C(C=C1)NC1=NC2=CC=CC=C2C=C1)C